7-(4-(6-(4-isopropyl-5-(8-methoxy-[1,2,4]triazolo[1,5-a]pyridin-6-yl)-1H-pyrazol-3-yl)pyridin-3-yl)cyclohexyl)-2-oxa-7-azaspiro[3.5]nonane C(C)(C)C=1C(=NNC1C=1C=C(C=2N(C1)N=CN2)OC)C2=CC=C(C=N2)C2CCC(CC2)N2CCC1(COC1)CC2